BrN1C(C2=C(C=CC=C2CC1)OC(C)C)=O bromo-8-isopropoxy-3,4-dihydroisoquinolin-1(2H)-one